N-(1-((R)-4-(4-Chloro-3-((R)-2-methylpyrrolidin-1-yl)benzyl)-3-methylpiperazine-1-carbonyl)-1H-pyrazol-3-yl)methanesulfonamide ClC1=C(C=C(CN2[C@@H](CN(CC2)C(=O)N2N=C(C=C2)NS(=O)(=O)C)C)C=C1)N1[C@@H](CCC1)C